ethyl 5-bromoisoxazole-3-carboxylate BrC1=CC(=NO1)C(=O)OCC